Tyramine O-sulfate C1=CC(=CC=C1CCN)OS(=O)(=O)O